OCCOCCOCCOCCOCCOCCOCCOCCOCCOCCOCCOC1=CC=C(C(=O)OC(C)(C)C)C=C1 tert-butyl 4-[2-[2-[2-[2-[2-[2-[2-[2-[2-[2-(2-hydroxyethoxy)ethoxy]ethoxy] ethoxy]ethoxy]ethoxy]ethoxy]ethoxy]ethoxy]ethoxy] ethoxy]benzoate